CN1N=CC(=C1C=1C=C(C=CC1)N1CC2=C(C=C(C=C2C1=O)C=O)C(F)(F)F)C1=NN=CN1C 2-{3-[2-Methyl-4-(4-methyl-1,2,4-triazol-3-yl)pyrazol-3-yl]phenyl}-3-oxo-7-(trifluoromethyl)-1H-isoindole-5-carbaldehyde